2-bromo-4,6-di(naphthalen-2-yl)-1,3,5-triazine BrC1=NC(=NC(=N1)C1=CC2=CC=CC=C2C=C1)C1=CC2=CC=CC=C2C=C1